[OH-].[Mn+2].[OH-] Manganese(II) Hydroxide